BrC1=C(CBr)C=C(C=C1C(C)(C)C)C(C)(C)C 2-bromo-3,5-di-tert-butylbenzyl bromide